The molecule is a long-chain unsaturated fatty acid anion that is the conjugate base of hexadec-9-enoic acid, obtained by deprotonation of the carboxy group; major species at pH 7.3. It is a long-chain fatty acid anion, an unsaturated fatty acid anion and a hexadecenoate. It is a conjugate base of a hexadec-9-enoic acid. CCCCCC/C=C/CCCCCCCC(=O)[O-]